{4-amino-2-[(6-fluoropyridin-3-yl)amino]-1,3-thiazol-5-yl}(phenyl)methanone NC=1N=C(SC1C(=O)C1=CC=CC=C1)NC=1C=NC(=CC1)F